2-((3,5-difluoro-2-methylphenyl)-amino)-N-(6-methoxy-2-methylpyridin-3-yl)-5-(trifluoromethyl)-benzamide FC=1C(=C(C=C(C1)F)NC1=C(C(=O)NC=2C(=NC(=CC2)OC)C)C=C(C=C1)C(F)(F)F)C